C(C)N1C(C2=CC=CC=3C2=C(C1=[Se])C=CC3NCCCCCCCNC=3SC1=C(C(N3)=O)C=C(C=C1[N+](=O)[O-])C(F)(F)F)=[Se] 2-((7-((2-ethyl-1,3-diselenoxo-2,3-dihydro-1H-benzo[de]isoquinolin-6-yl)amino)heptyl)amino)-8-nitro-6-(trifluoromethyl)-4H-benzo[e][1,3]thiazin-4-one